OC[C@H]1N(CCOC1)C(=O)C=1C(=NC=CC1)CC(=O)OCC ethyl 2-[3-[(3R)-3-(hydroxymethyl)morpholine-4-carbonyl]pyridin-2-yl]acetate